C(#C)C=1C(=CC=C2C=C(C=C(C12)C1=C(C2=C(C=N1)C(=NN2C)[C@H]2C1CN([C@H](C21)C(=O)OC)C(=O)OC(C)(C)C)F)OCOC)F |r| O3-tert-butyl O2-methyl rac-(2R,6S)-6-[6-[8-ethynyl-7-fluoro-3-(methoxymethoxy)-1-naphthyl]-7-fluoro-1-methyl-pyrazolo[4,3-c]pyridin-3-yl]-3-azabicyclo[3.1.0]hexane-2,3-dicarboxylate